The molecule is a N-acylglycine that is glycine substituted by a 2-methylbutanoyl group at the N atom. It has a role as a human metabolite. It derives from a 2-methylbutyric acid. CCC(C)C(=O)NCC(=O)O